C[C@H]1C/C=C\\C(=O)[C@H]([C@H](C/C=C/C2=C(C(=CC(=C2)O)O)C(=O)O1)O)O The molecule is a macrolide that is a 14-memebered macrocycle fused to a 1,3-dihydroxybenzene. Isolated from Fungi, it exhibits inhibitory activity against NF-kappaB. It has a role as a NF-kappaB inhibitor and a fungal metabolite. It is a macrolide, a member of resorcinols, a secondary alcohol and a secondary alpha-hydroxy ketone.